C(C)(=O)C1=CC(=C(C(=C1OCCCNC(OC(C)(C)C)=O)[N+](=O)[O-])C)Cl tert-butyl [3-(6-acetyl-4-chloro-3-methyl-2-nitrophenoxy)propyl]carbamate